BrC=1C(=C(C(=C2C=CC=NC12)N=CN(C)C)I)C N'-(8-bromo-6-iodo-7-methylquinolin-5-yl)-N,N-dimethylmethanimidamide